CSC1=CC=2N3C4=C(C=CC=C4SC2C=C1)C(CC3)N3C=NC=C3 10-methylthio-3-imidazol-1-yl-2,3-dihydro-1H-pyrido[3,2,1-kl]phenothiazine